(S)-2-((5-bromopyrimidin-2-yl)amino)-4-((3,3-difluoropropyl)(4-(5,6,7,8-tetrahydro-1,8-naphthyridin-2-yl)butyl)amino)butanoic acid BrC=1C=NC(=NC1)N[C@H](C(=O)O)CCN(CCCCC1=NC=2NCCCC2C=C1)CCC(F)F